FC1=C(C=CC=2C(N3N(C12)CCOC3)=O)NC3=NC=C(C(=N3)N[C@H](CO)C3=CC=C(C=C3)F)C=3OC=NN3 (S)-6-fluoro-7-((4-((1-(4-fluorophenyl)-2-hydroxyethyl)amino)-5-(1,3,4-oxadiazol-2-yl)pyrimidin-2-yl)amino)-3,4-dihydro-1H,10H-[1,3,4]oxadiazino[4,3-a]indazol-10-one